1-((2-(trimethylsilyl)ethoxy)methyl)-1H-indole-2-carboxylate C[Si](CCOCN1C(=CC2=CC=CC=C12)C(=O)[O-])(C)C